(R)-2-amino-5-(4-(2-(3,5-difluorophenyl)-2-hydroxyacetamido)-2-methylphenyl)-N-(2-hydroxyethyl)nicotinamide NC1=C(C(=O)NCCO)C=C(C=N1)C1=C(C=C(C=C1)NC([C@H](O)C1=CC(=CC(=C1)F)F)=O)C